[Na].C(=CCCCCCCC)OC1=CC=CC=C1 nonenyloxybenzene sodium